1-(2-{5-[(dimethylamino)methyl]-1,3,4-oxadiazol-2-yl}acetyl)-4-fluoro-N-{phenyl[4-(propan-2-yl)phenyl]methyl}pyrrolidine-2-carboxamide CN(C)CC1=NN=C(O1)CC(=O)N1C(CC(C1)F)C(=O)NC(C1=CC=C(C=C1)C(C)C)C1=CC=CC=C1